FC(OC=1C=C2CCNC(C2=CC1)=O)(F)F 6-trifluoromethoxy-3,4-dihydro-2H-isoquinoline-1-one